CC1CCC(N(C1)C(C(=O)NC=1C2=C(C=NC1)C=NN2)=O)C=2C=CC1=CN(N=C1C2)C 2-(5-methyl-2-(2-methyl-2H-indazol-6-yl)piperidin-1-yl)-2-oxo-N-(1H-pyrazolo[4,3-c]pyridin-7-yl)acetamide